N-[(1S)-1-(dicyclopropyl-methyl)-2-[[5-[4-(difluoromethyl)-1-oxido-pyridin-1-ium-3-yl]-6-fluoro-2-pyridyl]amino]-2-oxo-ethyl]-2-isopropyl-pyrazole-3-carboxamide C1(CC1)C([C@@H](C(=O)NC1=NC(=C(C=C1)C=1C=[N+](C=CC1C(F)F)[O-])F)NC(=O)C=1N(N=CC1)C(C)C)C1CC1